FC=1NC2=CC=CC=C2C1 2-fluoroindole